N1=C2C(=CC(=C1)C(=O)N)COC2 5,7-dihydrofuro[3,4-b]pyridine-3-carboxamide